(5-FLUORO-2-[(3-METHYLBUT-2-EN-1-YL)OXY]PHENYL)BORANEDIOL FC=1C=CC(=C(C1)B(O)O)OCC=C(C)C